(7-bromo-8-fluoro-2-methyl-4-((1-(2-methyl-3-(trifluoromethyl)phenyl)ethyl)amino)quinazolin-6-yl)dimethyl-phosphonium BrC1=C(C=C2C(=NC(=NC2=C1F)C)NC(C)C1=C(C(=CC=C1)C(F)(F)F)C)[PH+](C)C